1-(2,3-difluorophenyl)ethanamine FC1=C(C=CC=C1F)C(C)N